NC1=C(C=C(C=N1)C=1C=CC(=C(C1)O)OC)C1=CC=C(C=C1)N1CCN(CC1)C 5-[6-amino-5-[4-(4-methylpiperazin-1-yl)phenyl]-3-pyridyl]-2-methoxy-phenol